1-bromo-3-methoxy-5-(2,2,2-trifluoroethoxy)benzene BrC1=CC(=CC(=C1)OCC(F)(F)F)OC